(E)-1-(4-(1H-pyrazol-1-yl)phenyl)ethan-1-one N1(N=CC=C1)C1=CC=C(C=C1)C(C)=O